1-(4-(2-(3-(4-(tert-butyl)piperazin-1-yl)phenyl)-3-(methoxymethoxy)-6-methylpyridin-4-yl)-2-chlorophenyl)-3-(trideuteromethyl)-1H-imidazol-2(3H)-one C(C)(C)(C)N1CCN(CC1)C=1C=C(C=CC1)C1=NC(=CC(=C1OCOC)C1=CC(=C(C=C1)N1C(N(C=C1)C([2H])([2H])[2H])=O)Cl)C